2-chloro-4-(8,9,10,11-tetrahydro-3H-pyrrolo[3,2-a]phenanthridin-7-yl)phenol ClC1=C(C=CC(=C1)C1=NC2=CC=C3C(=C2C=2CCCCC12)C=CN3)O